N-(pyrazol-4-yl)-3-(propyl)amino-1,2,3,4-tetrahydro-9H-carbazole-6-carboxamide methanesulfonate CS(=O)(=O)O.N1N=CC(=C1)NC(=O)C=1C=C2C=3CC(CCC3NC2=CC1)NCCC